5-[3-(Benzyloxy)-4-bromo-1-(2-fluorophenyl)-1H-pyrazol-5-yl]-2-fluoropyridin C(C1=CC=CC=C1)OC1=NN(C(=C1Br)C=1C=CC(=NC1)F)C1=C(C=CC=C1)F